FC(C)(F)C1=NC(=CC(=N1)NC1=CC(=NC=C1OCC1(CCC1)OC)NC(C)=O)C N-(4-((2-(1,1-difluoroethyl)-6-methylpyrimidin-4-yl)amino)-5-((1-methoxycyclobutyl)methoxy)pyridin-2-yl)acetamide